N12CC(C(CC1)CC2)N(C(O)=O)[C@H]2C(COC1=CC(=CC=C21)C2=CC(=CC=C2)C(C)(C)C)(C)C.OCCNC2=NC=C(C1=CC=CC=C21)C(C)=O 1-(1-((2-hydroxyethyl)amino)isoquinolin-4-yl)ethan-1-one (S)-quinuclidin-3-yl-(7-(3-(tert-butyl)phenyl)-3,3-dimethylchroman-4-yl)carbamate